Cl.NC(C)C=1C(=C(C=CC1)C(C[O-])(F)F)F 2-(3-(1-aminoethyl)-2-fluorophenyl)-2,2-difluoroethanolate hydrochloride